7-(3,5-Dimethylisoxazol-4-yl)-4-pyridin-2-yl-5,6-dihydro-4H-imidazo[4,5,1-ij]quinolin-2(1H)-one CC1=NOC(=C1C1=C2CCC(N3C2=C(C=C1)NC3=O)C3=NC=CC=C3)C